C(C)N1C(C2=NC(=CC=C2C1)N(C(C#CC)=O)C1=C(C=C(C(=C1)C)I)C1COCC1)=O N-(6-ethyl-7-oxo-6,7-dihydro-5H-pyrrolo[3,4-b]pyridin-2-yl)-N-(4-iodo-5-methyl-2-(tetrahydrofuran-3-yl)phenyl)but-2-ynamide